(S,E)-7-Amino-1-((1-((5-fluoro-1H-indol-2-yl)methyl)-2-oxo-1,2-dihydropyridin-3-yl)amino)-1,7-dioxohept-5-en-2-yl-dimethylcarbamat NC(/C=C/CC[C@H](C(=O)NC=1C(N(C=CC1)CC=1NC2=CC=C(C=C2C1)F)=O)CN(C([O-])=O)C)=O